4-((17-amino-3,6,9,12,15-pentaoxaheptadecyl)amino)-2-methyl-N-(5-nitrothiazol-2-yl)benzamide NCCOCCOCCOCCOCCOCCNC1=CC(=C(C(=O)NC=2SC(=CN2)[N+](=O)[O-])C=C1)C